1-(tert-butyl)-3-cyclohexyl-5-methyl-1H-pyrazol-4-ol C(C)(C)(C)N1N=C(C(=C1C)O)C1CCCCC1